normal butanone CC(CC)=O